(1S,3R)-1-(5-(azetidin-3-ylmethyl)-4-fluorothiophen-2-yl)-2-(2-fluoro-2-methylpropyl)-3-methyl-2,3,4,9-tetrahydro-1H-pyrido[3,4-b]indole N1CC(C1)CC1=C(C=C(S1)[C@H]1N([C@@H](CC2=C1NC1=CC=CC=C21)C)CC(C)(C)F)F